ClC1=CC=C2C(=NC=3N(C2=C1)C=NN3)N(C)C3=C(C(=CC=C3C3CC3)C3=CC=CC=C3)C#N ((8-chloro-[1,2,4]triazolo[4,3-a]quinazolin-5-yl)(methyl)amino)-4-cyclopropyl-[1,1'-biphenyl]-2-carbonitrile